OC1=C(C(=O)C2=CC=C(C=C2)OC)C=CC(=C1)OCCCC 2-hydroxy-4-n-butoxy-4'-methoxybenzophenone